6-chloro-2H-spiro[imidazo[1,5-a]pyridine-3,3'-piperidine]-1,5-dione ClC1=CC=C2N(C1=O)C1(CNCCC1)NC2=O